CC=1C=C(C=C(C1)CC)CC 3-Methyl-1,5-diethylbenzene